COC=1C=C2C(=NC=NC2=CC1OC)OC1=CC=C2C=CC=C(C2=C1)NC(=O)NC1=NOC(=C1)C(C)(C)C 1-(7-((6,7-dimethoxyquinazolin-4-yl)oxy)naphthalen-1-yl)-3-(5-tert-butylisoxazol-3-yl)urea